((3-bromo-5-(((R or S)-methylsulfonimidoyl)methyl)-7-(4,4,4-trifluorobutoxy)benzo[b]thiophen-2-yl)difluoromethyl)phosphonic acid BrC=1C2=C(SC1C(F)(F)P(O)(O)=O)C(=CC(=C2)C[S@@](=O)(=N)C)OCCCC(F)(F)F |o1:18|